Methyl (2s)-2-(benzylamino)-4-methyl-pentanoate C(C1=CC=CC=C1)N[C@H](C(=O)OC)CC(C)C